CN1CC(CC1=O)C#CC=1C=CC=C2C=CN(C(C12)=O)C1=CC=CC=C1 8-(2-(1-methyl-5-oxopyrrolidin-3-yl)ethynyl)-2-phenylisoquinolin-1-one